4-[1-[1-[(tert-butyldimethylsilyl)oxy]-6-fluoro-2,3-dihydro-1H-inden-4-yl]vinyl]-1-(triphenylmethyl)imidazole [Si](C)(C)(C(C)(C)C)OC1CCC2=C(C=C(C=C12)F)C(=C)C=1N=CN(C1)C(C1=CC=CC=C1)(C1=CC=CC=C1)C1=CC=CC=C1